(2,6-dimethyl)phenol CC1=C(C(=CC=C1)C)O